N-ethyl-N-methylformamide C(C)N(C=O)C